N-(n-Butyl)-3-aminopropyltri-methoxysilane C(CCC)NCCC[Si](OC)(OC)OC